1-{[(2s,4s)-4-ethyl-4-fluoro-5-oxopyrrolidin-2-yl]methoxy}-7-(prop-2-yloxy)isoquinoline-6-carboxamide C(C)[C@@]1(C[C@H](NC1=O)COC1=NC=CC2=CC(=C(C=C12)OC(C)C)C(=O)N)F